2-[5-Chloro-(2H)-benzotriazole-2-yl]-4-methyl-6-(tert-butyl)phenol ClC1=CC=2C(=NN(N2)C2=C(C(=CC(=C2)C)C(C)(C)C)O)C=C1